Phenyl 4-(3-{4-[(1S)-1-{[(S)-tert-butylsulfinyl]amino}ethyl]phenyl}tetrahydrofuran-3-yl)piperazine-1-carboxylate C(C)(C)(C)[S@](=O)N[C@@H](C)C1=CC=C(C=C1)C1(COCC1)N1CCN(CC1)C(=O)OC1=CC=CC=C1